NCCNC(=O)C=1C=NC(=CC1)OC1=C(C(=C(C=C1)C1=CN=C2N1C=CN=C2NC2=CC(=C(C=C2)C(NC)=O)CC)F)F N-(2-aminoethyl)-6-[4-[8-[3-ethyl-4-(methylcarbamoyl)anilino]imidazo[1,2-a]pyrazin-3-yl]-2,3-difluoro-phenoxy]pyridine-3-carboxamide